2-(6-fluoro-2-methyl-2,3-dihydro-1-benzofuran-5-yl)-4,4,5,5-tetramethyl-1,3,2-dioxaborolane FC1=CC2=C(CC(O2)C)C=C1B1OC(C(O1)(C)C)(C)C